ClC=1C=NC=C(C1[C@@H](C)OC=1C=C2C(=NNC2=CC1)C=1C=NC(=NC1)N1CCC2(CCCN2C)CC1)Cl 8-[5-[5-[(1R)-1-(3,5-dichloro-4-pyridyl)ethoxy]-1H-indazol-3-yl]pyrimidin-2-yl]-1-methyl-1,8-diazaspiro[4.5]decane